1-(5-(2,6-dioxopiperidin-3-yl)-3-fluoropyridin-2-yl)piperidine-4-carbaldehyde O=C1NC(CCC1C=1C=C(C(=NC1)N1CCC(CC1)C=O)F)=O